6-(1-(2-hydroxyethyl)-1H-pyrazol-4-yl)pyrrolo[2,1-f][1,2,4]triazin-4-ol OCCN1N=CC(=C1)C=1C=C2C(=NC=NN2C1)O